4-Methyl-2-phenyl-pyrrolidine-1-carboxylic acid tert-butyl ester C(C)(C)(C)OC(=O)N1C(CC(C1)C)C1=CC=CC=C1